C(CC(C)C)C1=NC2=C(N1C(=O)N)C=CC=C2N2CCC1(COC1)CC2 iso-Pentyl-4-(2-oxa-7-azaspiro[3.5]nonan-7-yl)-1H-benzo[d]imidazole-1-carboxamide